N-((4,4-difluorocyclohexyl)methyl)-5-(3-(difluoromethyl)imidazo[1,2-a]pyridin-6-yl)-7H-pyrrolo[2,3-d]pyrimidin-2-amine FC1(CCC(CC1)CNC=1N=CC2=C(N1)NC=C2C=2C=CC=1N(C2)C(=CN1)C(F)F)F